FC1=C(C=C(C(=C1)F)F)C1=C(C=CC=C1)NC(=O)C=1C(=NN(C1)C)C N-(2',4',5'-trifluoro-biphenyl-2-yl)-1,3-dimethylpyrazol-4-yl-carboxamide